4-(4-((2-(2,3-dihydrobenzo[b][1,4]dioxin-6-yl)pyrrolidin-1-yl)methyl)phenyl)thiomorpholin-3-one O1C2=C(OCC1)C=C(C=C2)C2N(CCC2)CC2=CC=C(C=C2)N2C(CSCC2)=O